2-(5-(methyl(2,2,6,6-tetramethylpiperidin-4-yl)amino)pyrimidin-2-yl)-5-(1H-pyrazol-4-yl)phenol CN(C=1C=NC(=NC1)C1=C(C=C(C=C1)C=1C=NNC1)O)C1CC(NC(C1)(C)C)(C)C